CN([C@@H]1CN(CC1)C1=CC=C(C=C1)C=1OC2=C(C=C(C=C2C(C1C)=O)C)[C@@H](C)NC1=C(C(=O)O)C=CC=C1)C 2-(((R)-1-(2-(4-((S)-3-(dimethylamino)pyrrolidin-yl)phenyl)-3,6-dimethyl-4-oxo-4H-chromen-8-yl)ethyl)amino)benzoic acid